oxo-bis-(N-methyl-phthalimide) O(C1=C2C(C(=O)N(C2=O)C)=CC=C1)C1=C2C(C(=O)N(C2=O)C)=CC=C1